ClCCC[Si](OC)(OC)C 3-chloropropylmethyldimethoxysilane